4-cyano-N-((S)-6-((1R,2S)-2-(4-fluorophenyl)cyclopropylamino)-1-(4-methylpiperazin-1-yl)-1-oxohexan-2-yl)benzamide C(#N)C1=CC=C(C(=O)N[C@H](C(=O)N2CCN(CC2)C)CCCCN[C@H]2[C@@H](C2)C2=CC=C(C=C2)F)C=C1